ClC1=CNC2=NC=CC(=C21)OC2=C(C=C(N)C=C2)F 4-((3-CHLORO-1H-PYRROLO[2,3-B]PYRIDIN-4-YL)OXY)-3-FLUOROANILINE